N-[4-[(6-Chloro-1,7-naphthyridin-4-yl)oxy]-3-fluorophenyl]-4-(4-fluorophenyl)-5-methyl-3-oxopyrazine-2-carboxamide ClC=1C=C2C(=CC=NC2=CN1)OC1=C(C=C(C=C1)NC(=O)C1=NC=C(N(C1=O)C1=CC=C(C=C1)F)C)F